ClC1=NC(=NC=C1C(=O)OCC)S(=O)(=O)C ethyl 4-chloro-2-methylsulfonyl-pyrimidine-5-carboxylate